CN(CCCC(=O)NCC(=O)N1CCCC1)C ((4-(dimethylamino)butanoyl)glycyl)pyrrolidine